COC(C(Br)C1=CC=CC=C1)=O methyl-α-bromophenylacetate